FC=1C=C(C=NC1)[C@@H](C)NC=1C=C2C(=NNC2=CC1)\C=C\C1=NC=CC=C1 (R,E)-N-(1-(5-fluoropyridin-3-yl)ethyl)-3-(2-(pyridin-2-yl)vinyl)-1H-indazol-5-amine